C(C)(C)(C)OC(=O)C1C(C1C)COCC1=CC=CC=C1 trans-2-(benzyloxymethyl)-3-methylcyclopropanecarboxylic acid tert-butyl ester